6-{4-[(4-fluorotetrahydropyran-4-yl)methyl]phenyl}-4-{[(3S)-piperidin-3-yl]amino}pyrido[3,2-d]pyrimidine-8-carboxamide FC1(CCOCC1)CC1=CC=C(C=C1)C=1C=C(C=2N=CN=C(C2N1)N[C@@H]1CNCCC1)C(=O)N